ClCC(=O)N(CC(=O)NC1=C(C=CC(=C1)Cl)N1N=NC(=C1)Cl)C(C(=O)OC)CC1=NN(C=C1)C(F)F methyl 2-(2-chloro-N-(2-((5-chloro-2-(4-chloro-1H-1,2,3-triazol-1-yl)phenyl)amino)-2-oxoethyl)acetamido)-3-(1-(difluoromethyl)-1H-pyrazol-3-yl)propanoate